(R)-(3-((3-cyano-6-(3-(3-methyl-2-oxoimidazolidin-1-yl)piperidin-1-yl)pyrazin-2-yl)amino)phenyl)carbamic acid tert-butyl ester C(C)(C)(C)OC(NC1=CC(=CC=C1)NC1=NC(=CN=C1C#N)N1C[C@@H](CCC1)N1C(N(CC1)C)=O)=O